6-bromo-1-((2-(trimethylsilyl)ethoxy)methyl)-1H-indazole-3-carbaldehyde BrC1=CC=C2C(=NN(C2=C1)COCC[Si](C)(C)C)C=O